N-((4-(3-hydroxyazetidin-1-yl)-1-(4-(trifluoromethoxy)phenyl)-1H-pyrazolo[3,4-b]pyridin-3-yl)methyl)acrylamide OC1CN(C1)C1=C2C(=NC=C1)N(N=C2CNC(C=C)=O)C2=CC=C(C=C2)OC(F)(F)F